Cl.Cl.CN(CCOC=1N=C(C2=C(N1)CCNC2)NC2COCC2)C 2-(2-(dimethylamino)ethoxy)-N-(tetrahydrofuran-3-yl)-5,6,7,8-tetrahydropyrido[4,3-d]pyrimidin-4-amine dihydrochloride